5-(8-methoxy-2-methyl[1,2,4]triazolo[1,5-b]pyridazin-6-yl)-2-{3-[(3S)-3-(propan-2-yl)piperazin-1-yl]-1,2,4-triazin-6-yl}phenol dihydrochloride Cl.Cl.COC=1C=2N(N=C(C1)C=1C=CC(=C(C1)O)C1=CN=C(N=N1)N1C[C@@H](NCC1)C(C)C)N=C(N2)C